COCCC(OC)(OC)OC 3-Tetramethoxypropane